ClC1=C(C(=NC=2N1C(N(N2)C)=O)N2CCC(CC2)OC2=CC1=C(OC(C(O1)([2H])[2H])([2H])[2H])C=C2)C 5-chloro-7-(4-((2,3-dihydrobenzo[b][1,4]dioxin-6-yl-2,2,3,3-d4)oxy)piperidin-1-yl)-2,6-dimethyl-[1,2,4]triazolo[4,3-a]pyrimidin-3(2H)-one